CC(C)(C)OC(N(C)C)N(C)C 1-tert-butoxy-N,N,N',N'-tetramethylmethanediamine